N-(2-(4-chloro-1H-pyrazol-1-yl)-2-(4-methoxyphenyl)ethyl)-4-methoxybenzamide ClC=1C=NN(C1)C(CNC(C1=CC=C(C=C1)OC)=O)C1=CC=C(C=C1)OC